ethyl 2,4-dichloro-6-iodoquinoline-3-carboxylate ClC1=NC2=CC=C(C=C2C(=C1C(=O)OCC)Cl)I